(R)-4-(1-phenylallyl)thiomorpholine C1(=CC=CC=C1)[C@@H](C=C)N1CCSCC1